((2-cyanophenyl)amino)-3-((2-ethyl-6-methoxy-1,2,3,4-tetrahydroisoquinolin-7-yl)amino)-1,2,4-triazine-6-carboxamide C(#N)C1=C(C=CC=C1)NC=1N=C(N=NC1C(=O)N)NC1=C(C=C2CCN(CC2=C1)CC)OC